C(C)(CC)C1C(NC2=C(CN1C(=O)N1CC(C1)C(=O)N)C=CC=C2)=O 1-(3-(sec-butyl)-2-oxo-2,3,4,5-tetrahydro-1H-benzo[1,4]diazepine-4-carbonyl)azetidine-3-carboxamide